FC1=C2C=CNC2=CC(=C1OC=1C=CC(=C(C1)C=1NC=C(N1)C1(CCOC2=C(C=CC=C12)/C=C/C(=O)OCC)C)F)F ethyl (E)-3-[4-[2-[5-[(4,6-difluoro-1H-indol-5-yl)oxy]-2-fluoro-phenyl]-1H-imidazol-4-yl]-4-methyl-chroman-8-yl]prop-2-enoate